C(C)(C)(C)OC(=O)O[O-] tert.-butylperoxycarbonat